FC1(CCC(CC1)N[C@@H]1[C@H](CCCC1)CC=1C(=C2CN(C(C2=CC1)=O)[C@H]1C(NC(CC1)=O)=O)F)F (R)-3-(5-(((1R,2S)-2-((4,4-difluorocyclohexyl)amino)cyclohexyl)methyl)-4-fluoro-1-oxoisoindolin-2-yl)piperidine-2,6-dione